FC1(CC(CC1)C(=O)N1[C@H](CN(CC1)CC1=C(C(=CC(=C1)C)NC=1OC(=NN1)[C@H]1NCC[C@H]1O)C)C)F (3,3-difluorocyclopentyl)-[(2S)-4-[[3-[[5-[(2S,3R)-3-hydroxypyrrolidin-2-yl]-1,3,4-oxadiazol-2-yl]amino]-2,5-dimethyl-phenyl]methyl]-2-methyl-piperazin-1-yl]methanone